(1-(5-(2,2,2-trifluoro-1-methoxyethyl)pyridin-2-yl)-1H-pyrazol-4-yl)-3H-imidazo[4,5-b]pyridine FC(C(OC)C=1C=CC(=NC1)N1N=CC(=C1)C1=NC=2C(=NC=CC2)N1)(F)F